FC=1C=C(C#N)C=C(C1)OC1=C2C=3[C@@](C(C(C3C=C1)(F)F)(F)F)([C@H](C2O)F)O 3-fluoro-5-(((2aS,3S)-1,1,2,2,3-pentafluoro-2a,4-dihydroxy-2,2a,3,4-tetrahydro-1H-cyclopenta[cd]inden-5-yl)oxy)benzonitrile